C(C)C1=C(C=C)C=CC=C1 2-ethylstyrene